Propyl-7-{[2-(4-chlorophenyl)imidazo[1,2-a]pyridin-3-yl]methyl}-3-oxa-7,9-diazabicyclo[3.3.1]nonan-9-carboxylat C(CC)OC(=O)N1C2COCC1CN(C2)CC2=C(N=C1N2C=CC=C1)C1=CC=C(C=C1)Cl